C(=C)O[C@@H]1[C@@H](CN(CC1)C(=O)OC(C)(C)C)F tert-butyl (3R,4S)-4-(ethenyloxy)-3-fluoropiperidine-1-carboxylate